Copper-zinc-tin-sulfide [Sn]=S.[Zn].[Cu]